1-(3-(4-methoxy-3-(4,4,5,5-tetramethyl-1,3,2-dioxaborolan-2-yl)phenoxy)propyl)-1H-imidazole COC1=C(C=C(OCCCN2C=NC=C2)C=C1)B1OC(C(O1)(C)C)(C)C